3-[2-[4-(8-chloro-7-fluoro-4-oxo-chromen-2-yl)phenoxy]ethoxy]cyclobutanecarboxylic acid ClC=1C(=CC=C2C(C=C(OC12)C1=CC=C(OCCOC2CC(C2)C(=O)O)C=C1)=O)F